3-(2-chloro-6-fluorobenzyl)-4-[(3,3-difluorocyclopentyl)methyl]-1,2,4-oxadiazol-5(4H)-one ClC1=C(CC2=NOC(N2CC2CC(CC2)(F)F)=O)C(=CC=C1)F